OC1(CCC2(OCCO2)CC1)C1=CC=C(C=N1)C=1N(C(C=CC1)=O)C 6'-(8-hydroxy-1,4-dioxaspiro[4.5]decan-8-yl)-1-methyl-[2,3'-bipyridin]-6(1H)-one